NC1CCC(CC1)[C@H](C)NC=1C=C(C=C(C1C)F)C1=NNC(O1)=O 5-[3-({(1S)-1-[(1r,4S)-4-aminocyclohexyl]ethyl}amino)-5-fluoro-4-methylphenyl]-1,3,4-oxadiazol-2(3H)-one